2-chloro-4-hydroxy-benzoic acid ClC1=C(C(=O)O)C=CC(=C1)O